FC=1C=C2C(NC=3CCC[C@H](C3C2=CC1)NC)=O (R)-8-fluoro-1-(methylamino)-1,3,4,5-tetrahydrophenanthridin-6(2H)-one